NC=1C2=C(N=CN1)N(C=C2C=2C=C(CCS(=O)(=O)N)C=CC2)[C@@H]2C[C@@H](C2)CN2CCN(CC2)C (3-(4-amino-7-(cis-3-((4-methylpiperazin-1-yl)methyl)cyclobutyl)-7H-pyrrolo[2,3-d]pyrimidin-5-yl)benzyl)methanesulfonamide